FC=1C(=NC(=NC1)NC1=CC=CC=C1)NC1=CC=C(C=C1)C(C=C(C)C)=O 1-(4-(5-fluoro-2-(phenylamino)pyrimidin-4-ylamino)phenyl)-3-methylbut-2-en-1-one